1,1-diethyl-cyclopentane C(C)C1(CCCC1)CC